C(C=C)(=O)N1[C@H](CN(C[C@H]1C)C1=NC(N2C3=C(C(=C(C=C13)C(F)(F)F)C1=CC(=C(C=C1)F)Cl)SCC1(C2)COC1)=O)C 8'-((3S,5R)-4-acryloyl-3,5-dimethylpiperazin-1-yl)-11'-(3-chloro-4-fluorophenyl)-10'-(trifluoromethyl)-2'H,4'H,6'H-spiro[oxetane-3,3'-[1,4]thiazepino[2,3,4-ij]quinazolin]-6'-one